CC1(N(CCC(C1)=C)C(=O)OC(C)(C)C)C tert-butyl 2,2-dimethyl-4-methylene-piperidine-1-carboxylate